2-(1-(5-(2,6-dioxopiperidin-3-yl)pyridin-2-yl)piperidin-4-yl)-N-methylpropanamide O=C1NC(CCC1C=1C=CC(=NC1)N1CCC(CC1)C(C(=O)NC)C)=O